(trifluoromethanesulfonyl)pyrazole-4-carbonitrile FC(S(=O)(=O)C1=NNC=C1C#N)(F)F